(R)-3-cyclopropyl-3-(5-(3-((4-(trifluoromethyl)phenyl)amino)pyridin-2-yl)-1,3,4-oxadiazol-2-yl)pyrrolidin-2-one C1(CC1)[C@@]1(C(NCC1)=O)C=1OC(=NN1)C1=NC=CC=C1NC1=CC=C(C=C1)C(F)(F)F